CC1=NNC2=CC=C(C=C12)B1OC(C(O1)(C)C)(C)C 3-methyl-5-(4,4,5,5-tetramethyl-1,3,2-dioxaborolan-2-yl)-1H-indazole